5-(4-(cyclopentylsulfonyl)phenyl)-6-ethylpyrimidine-2,4-diamine C1(CCCC1)S(=O)(=O)C1=CC=C(C=C1)C=1C(=NC(=NC1CC)N)N